2-bromo-1-(4-bromo-3-fluoro-2-hydroxy-phenyl)ethanone BrCC(=O)C1=C(C(=C(C=C1)Br)F)O